C(C)(C)(C)OC(=O)NC\C=C/C(=O)OCC (Z)-ethyl 4-((tert-butoxycarbonyl)amino)but-2-enoate